2-chloro-3-(trifluoroethoxymethyl)-4-(methylsulfonyl)benzoic acid ClC1=C(C(=O)O)C=CC(=C1COCC(F)(F)F)S(=O)(=O)C